FC=1C=C(C=C(C1F)F)C=1N=NN(C1)[C@@H]1[C@H]([C@@H](SC=2C=NC=CC2)O[C@@H]([C@@H]1O)CO)OC pyridin-3-yl 3-deoxy-3-[4-(3,4,5-trifluorophenyl)-1H-1,2,3-triazol-1-yl]-2-O-methyl-1-thio-α-D-galactopyranoside